N-(3-(5-(2-cyclopropylpyridin-5-yl)-3a,7a-dihydro-1H-pyrrolo[2,3-b]pyridine-3-carbonyl)-2,4-difluorophenyl)-3-fluoropyrrolidine-1-sulfonamide C1(CC1)C1=NC=C(C=C1)C1=CC2C(N=C1)NC=C2C(=O)C=2C(=C(C=CC2F)NS(=O)(=O)N2CC(CC2)F)F